FC(C1=CC=C(C=C1)C(C)=O)(F)F 1-(4-(trifluoromethyl)phenyl)ethanone